3-(1-(2-(piperidin-1-yl)ethyl)-1H-indol-5-yl)-1,5,6,7,8,9-hexahydro-2H-cyclohepta[4,5]thieno[2,3-d]pyrimidine-2,4(3H)-dione N1(CCCCC1)CCN1C=CC2=CC(=CC=C12)N1C(NC2=C(C1=O)C1=C(S2)CCCCC1)=O